CN1C=C(C2=CC=CC=C12)C=1C(NC(C1C1=CN(C2=CC=CC=C12)C1CCN(CC1)CC1=NC=CC=C1)=O)=O 3-(1-methyl-1H-indol-3-yl)-4-(1-(1-(pyridin-2-ylmethyl)piperidin-4-yl)-1H-indol-3-yl)-1H-pyrrole-2,5-dione